C(C)(C)C(C=CC(=O)O)CC(=O)O 4-isopropyl-2-hexenedioic acid